BrC=1C(=CC2=C(NC(=N2)C=2C=C(C=CC2)NC=2N=NC(=CC2)C2=CC=CC=C2)C1)C(F)(F)F N-{3-[6-bromo-5-(trifluoromethyl)-1H-benzo[d]imidazol-2-yl]phenyl}-6-phenylpyridazin-3-amine